C(N)(=O)C=1C=C2C(=CC=NC2=CC1OCCCN1CCOCC1)OC1=CC(=C(C=C1)C1C(C1)(C(=O)NC1=CC=C(C=C1)F)C(=O)N)F (4-((6-carbamoyl-7-(3-morpholinopropoxy)quinolin-4-yl)oxy)-2-fluorophenyl)-N-(4-fluorophenyl)cyclopropane-1,1-dicarboxamide